Methyl-6-(4-chloro-2-fluorophenyl)-5-(4-(4-isopropylpiperazin-1-yl)phenyl)-7,8-dihydronaphthalene CC1=CC=CC=2C(=C(CCC12)C1=C(C=C(C=C1)Cl)F)C1=CC=C(C=C1)N1CCN(CC1)C(C)C